N,N-bis-(2-hydroxypropyl)-N'-(2-hydroxyethyl)urea OC(CN(C(=O)NCCO)CC(C)O)C